(4-((2-oxo-2-((2S)-2-cyano-4,4-difluoropyrrolidin-1-yl)ethyl)carbamoyl)-6-quinolinyl)Trifluoroacetic acid O=C(CNC(=O)C1=CC=NC2=CC=C(C=C12)OC(C(F)(F)F)=O)N1[C@@H](CC(C1)(F)F)C#N